C(#N)C1(CC1)C=1C=C(C(=O)NC(C)C2=NC=CN=C2C2=NC=C(C=C2)OCC(F)F)C=C(C1)C(F)(F)F 3-(1-cyanocyclopropyl)-N-[1-[3-[5-(2,2-difluoroethoxy)-2-pyridyl]pyrazin-2-yl]ethyl]-5-(trifluoromethyl)benzamide